OC(OC(=O)C(S(=O)(=O)[O-])(F)F)C12CC3CC(CC(C1)C3)C2 [hydroxyadamantanyl-methoxycarbonyl]-difluoromethanesulfonate